Cl.FC(C=1C=C(C=C(C1)C(F)(F)F)[C@@H](C)O[C@H]1[C@@H](NCCO1)C1=CC=C(C=C1)F)(F)F (2S,3S)-2-[(R)-1-[3,5-bis(trifluoromethyl)phenyl]ethoxy]-3-(4-fluorophenyl)-morpholine hydrochloride